2-[4,4''-bis(1,1-dimethylethyl)[1,1':3',1''-terphenyl]-5'-yl]-4,4,5,5-tetramethyl-1,3,2-dioxaborolane CC(C)(C)C1=CC=C(C=C1)C1=CC(=CC(=C1)B1OC(C(O1)(C)C)(C)C)C1=CC=C(C=C1)C(C)(C)C